2-chloro-N-(furan-2-ylmethyl)-7-methoxy-6-(oxetan-3-ylmethoxy)quinazolin-4-amine ClC1=NC2=CC(=C(C=C2C(=N1)NCC=1OC=CC1)OCC1COC1)OC